C(#N)C1=CC(=CC=2N=C(OC21)C=2C(=C(C=CC2)C2=C(C(=CC=C2)NC=2N=CC=C1C=C(C=NC21)CN2C[C@@H](CC2)O)C)C)CN[C@H]2CC[C@H](CC2)C(=O)O cis-4-((7-cyano-2-(3'-(3-(((R)-3-hydroxypyrrolidin-1-yl)methyl)-1,7-naphthyridin-8-ylamino)-2,2'-dimethylbiphenyl-3-yl)benzo[d]oxazol-5-yl)methylamino)cyclohexanecarboxylic acid